((2R,3S,4R,5R)-5-(4-aminopyrrolo[2,1-f][1,2,4]triazin-7-yl)-5-cyano-3,4-dihydroxytetrahydrofuran-2-yl)methyl ((S)-3-(octadecyloxy)-2-phenoxypropyl) hydrogen phosphate P(=O)(OC[C@H]1O[C@@]([C@@H]([C@@H]1O)O)(C#N)C1=CC=C2C(=NC=NN21)N)(OC[C@H](COCCCCCCCCCCCCCCCCCC)OC2=CC=CC=C2)O